C(#N)C1=C(C(=CC=C1)C1CC1)NC(=O)N1CCC(CC1)(C)C1=NOC(=N1)[C@H]1[C@H](C1)F N-(2-cyano-6-cyclopropylphenyl)-4-{5-[(1S,2S)-2-fluorocyclopropyl]-1,2,4-oxadiazol-3-yl}-4-methylpiperidine-1-carboxamide